(1-(3,4-dichlorophenyl)-2-(dimethylamino)ethyl)-N-methyl-4-(trifluoromethoxy)benzenesulfonimidamide ClC=1C=C(C=CC1Cl)C(CN(C)C)C1=C(C=CC(=C1)OC(F)(F)F)S(=O)(NC)=N